C(#N)[C@@H]1[C@H](CN(C12CC2)C(=O)OC(C)(C)C)C2=CC(=CC=C2)OC |r| racemic-tert-butyl (6S,7R)-7-cyano-6-(3-methoxyphenyl)-4-azaspiro[2.4]heptane-4-carboxylate